N1=CC=CC2=CC(=C(C=C12)OS(=O)(=O)[O-])OS(=O)(=O)[O-] Quinoline-6,7-diylbis(hydrogen sulfate)